methyl 7-(5-chloro-2-(2-(2-methyl-4-oxo-6-(4-(trifluoromethoxy)piperidin-1-yl)-5,6,7,8-tetrahydroquinazolin-3(4H)-yl-6-d)ethoxy)phenyl)-5-methylthieno[3,2-b]pyridine-3-carboxylate ClC=1C=CC(=C(C1)C1=C2C(=NC(=C1)C)C(=CS2)C(=O)OC)OCCN2C(=NC=1CCC(CC1C2=O)([2H])N2CCC(CC2)OC(F)(F)F)C